4-[Ethyl-(methyl)-phosphoryl]-N-(2-fluoro-4-iodophenyl)-pyridin-3-amine C(C)P(=O)(C)C1=C(C=NC=C1)NC1=C(C=C(C=C1)I)F